N-(2-carboxyethyl)-N-(carboxymethyl)-3-hydroxy-aspartic acid potassium salt [K+].C(=O)([O-])CCN([C@@H](C(C(=O)[O-])O)C(=O)[O-])CC(=O)[O-].[K+].[K+].[K+]